C1(CC1)NCCC1=CC=C(OC=2C3=C(SC2C2=C(C=CC=C2)C)C=C(C=C3)O)C=C1 3-(4-(2-(cyclopropylamino)ethyl)phenoxy)-2-(o-tolyl)benzo[b]thiophen-6-ol